C(=O)C=1N=C(N(N1)C1=NC=CC=N1)C(C)NC(C1=CC(=CC(=C1)C(F)(F)F)C(F)(F)F)=O N-[1-(5-formyl-2-pyrimidin-2-yl-1,2,4-triazol-3-yl)ethyl]-3,5-bis(trifluoromethyl)benzamide